N'-(3-aminopyridin-2-yl)-2-methoxy-6-methyl-4-(trifluoromethyl)-benzohydrazide NC=1C(=NC=CC1)NNC(C1=C(C=C(C=C1C)C(F)(F)F)OC)=O